5-((1-methyl-3-(4-(trifluoromethyl)phenyl)-1H-pyrazol-5-yl)amino)picolinonitrile CN1N=C(C=C1NC=1C=CC(=NC1)C#N)C1=CC=C(C=C1)C(F)(F)F